C(C)(=O)N1C[C@@H](CC1)C(=O)N(C)[C@H](C(F)(F)F)C1=NC=C(C=C1)N[C@@H]1C(C2=CC=CC=C2C1)(C)C (R)-1-Acetyl-N-((S)-1-(5-(((S)-1,1-dimethyl-2,3-dihydro-1H-inden-2-yl)amino)pyridin-2-yl)-2,2,2-trifluoroethyl)-N-methylpyrrolidine-3-carboxamide